tert-butyl (3S)-3-(hydroxymethyl)azepane-1-carboxylate OC[C@@H]1CN(CCCC1)C(=O)OC(C)(C)C